2-[6-methoxy-5-[[6-(trifluoromethyl)pyridine-2-carbonyl]amino]indazol-2-yl]ethyl methanesulfonate CS(=O)(=O)OCCN1N=C2C=C(C(=CC2=C1)NC(=O)C1=NC(=CC=C1)C(F)(F)F)OC